C1=CC=CC=2C3=CC=CC=C3C3(C12)C1=CC=CC=C1NC=1C=CC=CC13 10H-spiro[acridine-9,9'-fluorene]